10,22-bis(2,4-dichlorophenyl)-11,23-dimethyl-7,19-dioxa-12,24-dithia-1,11,13,23-tetraazatricyclo[19.3.1.19,13]hexacosa-4,9(26),16,21(25)-tetraene-8,20-dione 12,12,24,24-tetraoxide ClC1=C(C=CC(=C1)Cl)C1C=2C(OCC=CCCN3S(N(C(C(C(OCC=CCCN(S(N1C)(=O)=O)C2)=O)=C3)C3=C(C=C(C=C3)Cl)Cl)C)(=O)=O)=O